(1R,4R)-4-(4-(((R)-1-(3-(1,1-difluoro-2-hydroxyethyl)-2-fluorophenyl)ethyl)amino)-2-methyl-8,9-dihydrofuro[2,3-h]quinazolin-6-yl)-4-hydroxy-N-methylcyclohexane-1-carboxamide FC(CO)(F)C=1C(=C(C=CC1)[C@@H](C)NC1=NC(=NC2=C3C(=C(C=C12)C1(CCC(CC1)C(=O)NC)O)OCC3)C)F